COC1=NC=CC(=C1)CC1CN(CC1)CC1=CN=C(S1)NC(C)=O N-(5-((3-((2-methoxypyridin-4-yl)methyl)pyrrolidin-1-yl)methyl)thiazol-2-yl)acetamide